5-((2S,3R,4S,5R)-3,4-dihydroxy-5-(Hydroxymethyl)tetrahydrofuran-2-yl)-1-(piperidin-4-yl)pyrimidine-2,4(1H,3H)-dione O[C@H]1[C@@H](O[C@@H]([C@H]1O)CO)C=1C(NC(N(C1)C1CCNCC1)=O)=O